OC(CCCCCCCCC(=O)O)CCCCCCCC 10-hydroxystearic acid